CC(COC(C=C)=O)=C acrylic acid 2-methylallyl ester